2-(3-chloro-5-nitropyridin-2-yl)-2H-1,2,3-triazole-4-carboxylic acid methyl ester COC(=O)C1=NN(N=C1)C1=NC=C(C=C1Cl)[N+](=O)[O-]